COC1=NC=2C=CC3=C(C2N=C1)C1=C(S3)C(NC(CN1)(C)C)=O 3-methoxy-10,10-dimethyl-9,10,11,12-tetrahydro-8H-[1,4]diazepino[5',6':4,5]thieno[3,2-f]quinoxalin-8-one